COC(C1=CC(=CC=C1)C(NC1=CC2=C(NC(=N2)C2=CC=C(C=C2)Cl)C=C1)=O)=O 3-((2-(4-Chlorophenyl)-1H-benzimidazol-5-yl)carbamoyl)benzoic acid methyl ester